3,8-dimethyl (5S,8S,10aR)-5-[(tert-butoxycarbonyl)amino]-6-oxo-octahydropyrrolo[1,2-a][1,5]diazocine-3,8-dicarboxylate C(C)(C)(C)OC(=O)N[C@H]1CN(CC[C@@H]2N(C1=O)[C@@H](CC2)C(=O)OC)C(=O)OC